C(C)(C)(C)OC(N[C@@H](CN1C(C=2C=C3C(=CC2CC1)N(C(=N3)C3=CC=1C(=NC(=CC1)Cl)N3CC3CC3)C)=O)C)=O (R)-(1-(2-(6-chloro-1-(cyclopropylmethyl)-1H-pyrrolo[2,3-b]pyridin-2-yl)-1-methyl-5-oxo-1,5,7,8-tetrahydro-6H-imidazo[4,5-g]isoquinolin-6-yl)propan-2-yl)carbamic acid tert-butyl ester